N-(5-cyclopropyl-6-(4-ethynyl-2-hydroxyphenyl)pyridazin-3-yl)-2-hydroxyacetamide C1(CC1)C=1C=C(N=NC1C1=C(C=C(C=C1)C#C)O)NC(CO)=O